(E)-6-((hydroxyimino)methyl)-4-methylpyridine-3-carbonitrile O\N=C\C1=CC(=C(C=N1)C#N)C